tert-butyl 4-(5-((4-cyano-2-fluorobenzyl)thio)-1H-pyrazol-1-yl)piperidine-1-carboxylate C(#N)C1=CC(=C(CSC2=CC=NN2C2CCN(CC2)C(=O)OC(C)(C)C)C=C1)F